COC1=NC=2C(=NC=C(C2)C=2C=NC=CC2)N1 2-methoxy-6-(pyridin-3-yl)-3H-imidazo[4,5-b]pyridine